2-((R)-2-((2,3-dihydrobenzofuran-7-yl)methyl)azepan-1-yl)-6-((R)-2-methylmorpholino)pyrimidin-4(3H)-one methyl-4-(methylamino)-2-(methylsulfanyl)pyrimidine-5-carboxylate COC(=O)C=1C(=NC(=NC1)SC)NC.O1CCC2=C1C(=CC=C2)C[C@@H]2N(CCCCC2)C2=NC(=CC(N2)=O)N2C[C@H](OCC2)C